FC=1C=C(CN2C3=C(SC(C2=O)C)C=CC(=C3)C(=O)OC)C=C(C1)F methyl 4-(3,5-difluorobenzyl)-2-methyl-3-oxo-3,4-dihydro-2H-benzo[b][1,4]thiazine-6-carboxylate